2,3,5,6-tetrabromo-4-tribromomethylphenol BrC1=C(C(=C(C(=C1Br)C(Br)(Br)Br)Br)Br)O